O[C@@H]([C@@H](CC)NC1=CC=CC(=N1)S(=O)(=O)NC1=NC(=C(C=C1)C(F)(F)F)C1=C(C=CC=C1)C)CC=O 6-{[(3R,4R)-4-hydroxyoxohexan-3-yl]amino}-N-[6-(2-methylphenyl)-5-(trifluoromethyl)pyridin-2-yl]pyridine-2-sulfonamide